1,3,3-trimethyl-2-oxo-2,3-dihydro-1H-pyrrolo[2,3-c]pyridine-5-carbonitrile CN1C(C(C=2C1=CN=C(C2)C#N)(C)C)=O